ClC1=CC=C(C(=N1)N1N=C(C=C1C)C#N)OC(F)F 1-[6-chloro-3-(difluoromethoxy)-2-pyridyl]-5-methyl-pyrazole-3-carbonitrile